FC1(CCC(CC1)/C=C/C1=CC(=C(C=2CCOC21)F)N)F (E)-7-(2-(4,4-Difluorocyclohexyl)vinyl)-4-fluoro-2,3-dihydrobenzofuran-5-amine